N-(1-methyl-2-oxo-1,2,3,4-tetrahydroquinolin-6-yl)-4-(N-methylprop-2-enamido)benzamide CN1C(CCC2=CC(=CC=C12)NC(C1=CC=C(C=C1)N(C(C=C)=O)C)=O)=O